methyl 5-[(1,3-dioxoisoindol-2-yl)methyl]-2-oxabicyclo[3.1.1]heptane-1-carboxylate O=C1N(C(C2=CC=CC=C12)=O)CC12CCOC(C1)(C2)C(=O)OC